COC=1C=C(C2=C(OCO2)C1)N 6-methoxy-4-amino-1,3-benzodioxolane